C(C)C1=CC=C(C=N1)C1=NN2C(OCC3(CCC3)C2)=C1C(=O)N[C@@H]1C(NC2=C(C(=N1)C1=CC=CC=C1)C=CC=C2F)=O 2-(6-Ethylpyridin-3-yl)-N-[(3S)-9-fluoro-2-oxo-5-phenyl-1,3-dihydro-1,4-benzodiazepin-3-yl]spiro[5,7-dihydropyrazolo[5,1-b][1,3]oxazine-6,1'-cyclobutane]-3-carboxamide